3-(1-azido-2-methylpropan-2-yl)-1H-indole N(=[N+]=[N-])CC(C)(C)C1=CNC2=CC=CC=C12